NC=1C2=C(N=CN1)N(C=C2C2=CC=C(CNC(C1=C(C=CC(=C1)F)OC)=O)C=C2)C(C)C N-(4-(4-amino-7-isopropyl-7H-pyrrolo[2,3-d]pyrimidin-5-yl)benzyl)-5-fluoro-2-methoxybenzamide